OC1CN(C1)C1=NC=C(C=N1)NC(=O)NC(C(F)(F)F)C=1OC2=C(C1C)C=C(C=C2)F 1-(2-(3-hydroxyazetidin-1-yl)pyrimidin-5-yl)-3-(2,2,2-trifluoro-1-(5-fluoro-3-methylbenzofuran-2-yl)ethyl)urea